(S)-1-(2-(((6-amino-5-(1-benzyl-1H-pyrazol-4-yl)pyrimidin-4-yl)oxy)methyl)morpholino)prop-2-en-1-one NC1=C(C(=NC=N1)OC[C@H]1OCCN(C1)C(C=C)=O)C=1C=NN(C1)CC1=CC=CC=C1